N1(CCOCC1)CCN1N=NC(=C1)CSC1=CC=CC=C1 1-[2-(4-morpholinyl)ethyl]-4-[phenylthiomethyl]-1H-1,2,3-triazole